bis(2,4,6-trimethylbenzoyl)-phenylphosphorus oxide CC1=C(C(=O)P(C2=CC=CC=C2)(C(C2=C(C=C(C=C2C)C)C)=O)=O)C(=CC(=C1)C)C